Cholesterol sulfate sulfur [S+2].S(=O)(=O)([O-])O[C@@H]1CC2=CC[C@H]3[C@@H]4CC[C@H]([C@@H](CCCC(C)C)C)[C@]4(CC[C@@H]3[C@]2(CC1)C)C.CC(C)CCC[C@@H](C)[C@H]1CC[C@H]2[C@@H]3CC=C4C[C@@H](OS(=O)(=O)[O-])CC[C@]4(C)[C@H]3CC[C@]12C